7-bromo-3,4-dihydroquinoxalin-2(1H)-one BrC1=CC=C2NCC(NC2=C1)=O